[4-(p-tolyloxy)benzyl]-1H-pyrazole-5-carboxamide C1(=CC=C(C=C1)OC1=CC=C(CN2N=CC=C2C(=O)N)C=C1)C